Benzyl 2-(5-(p-tolyl)oxazol-2-yl)piperidine-1-carboxylate C1(=CC=C(C=C1)C1=CN=C(O1)C1N(CCCC1)C(=O)OCC1=CC=CC=C1)C